NC1=CC=C(CN(C2CCC(CC2)C#N)C)C=C1 (1r,4r)-4-((4-aminobenzyl)(methyl)amino)cyclohexane-1-carbonitrile